C1([C@H](O)[C@@H](O)[C@H](O)[C@H](O1)CO)O[C@@H]1[C@H](O)[C@@H](O)[C@H](O)[C@H](O1)CO D-glucosyl-(1→1)-α-D-glucose